3-((12-phenyldodecyl)oxy)propyl hydrogen ((((R)-1-(6-amino-9H-purin-9-yl)propan-2-yl)oxy)methyl)phosphonate NC1=C2N=CN(C2=NC=N1)C[C@@H](C)OCP(OCCCOCCCCCCCCCCCCC1=CC=CC=C1)(O)=O